FC=1C=C(C(=O)NN)C=CC1F 3,4-difluorobenzoyl-hydrazine